C(C)(C)C=1C(=NNC1C=1C=C(C=2N(C1)N=CN2)OC)C2=CC=C(C=C2)[C@H](C)N(C(=O)[C@H]2NCC2)C (S)-N-((S)-1-(4-(4-isopropyl-5-(8-methoxy-[1,2,4]triazolo[1,5-a]pyridin-6-yl)-1H-pyrazol-3-yl)phenyl)ethyl)-N-methylazetidine-2-carboxamide